C(C)OP(=O)(OCC)C1=C(NC(C)C=2C=C(C=C3C(C(=C(OC23)C2=CC3=CN(N=C3C=C2)C)C)=O)C)C=CC=C1 8-[1-(2-diethoxyphosphorylanilino)ethyl]-3,6-dimethyl-2-(2-methyl-indazol-5-yl)chromen-4-one